6-hydroxypyrazolo[1,5-a]pyridine-3-carbonitrile OC=1C=CC=2N(C1)N=CC2C#N